O1C(OCC1)C1=C(COP(N(C(C)C)C(C)C)N(C(C)C)C(C)C)C=CC=C1 1-((2-(1,3-dioxolan-2-yl)benzyl)oxy)-N,N,N',N'-tetraisopropylphosphanediamine